2-Chloro-10,10a-dihydropyrido[2,3-a]indolizin-5(7H)-one ClC=1C=CC2=C(C3CC=CCN3C2=O)N1